6-chloro-N-[(2,4-dimethoxyphenyl)methyl]-3-(2,2,2-trifluoroethoxy)pyridazin-4-amine ClC1=CC(=C(N=N1)OCC(F)(F)F)NCC1=C(C=C(C=C1)OC)OC